5-bromo-6-methyl-7-chloropyrazolo[1,5-a]pyridine BrC1=CC=2N(C(=C1C)Cl)N=CC2